(R)-1-(8-fluoro-6-oxo-1,4,5,6-tetrahydro-2H-pyrano[3,4-c]isoquinolin-1-yl)-1-isobutyl-3-(3,4,5-trifluorophenyl)urea FC=1C=CC=2C3=C(NC(C2C1)=O)COC[C@@H]3N(C(=O)NC3=CC(=C(C(=C3)F)F)F)CC(C)C